C(C)C1(C2=CC(=CC=C2C=2C=CC(=CC12)C1=CC=C(C=C1)C1=CC=2C(C3=CC(=CC=C3C2C=C1)C(C)(C)CC)(CC)CC)C(C)(C)CC)CC 1,4-bis(9,9-diethyl-7-(tert-pentyl)-9H-fluoren-2-yl)benzene